C(C)(C)(C)[S@@](=O)N[C@@H](CC(=O)OCC)C=1C=C(C=C(C1F)C(F)(F)F)C1=C(C=C(C=C1C)F)C ethyl (S)-3-(((R)-tert-butylsulfinyl)amino)-3-(4,4'-difluoro-2',6'-dimethyl-5-(trifluoromethyl)-[1,1'-biphenyl]-3-yl)propanoate